(2S,4R)-(2-amino-6-bromopyridin-3-yl)methyl 1-(2-(3-acetyl-5-(2-methylpyrimidin-5-yl)-1H-indazol-1-yl)acetyl)-4-fluoropyrrolidine-2-carboxylate C(C)(=O)C1=NN(C2=CC=C(C=C12)C=1C=NC(=NC1)C)CC(=O)N1[C@@H](C[C@H](C1)F)C(=O)OCC=1C(=NC(=CC1)Br)N